N-(2-chloroethyl)-N'-cyclohex-yl-N-nitrosourea ClCCN(C(=O)NC1CCCCC1)N=O